OC1(CCN(CC1)C1=NC=CC(=N1)NC=1N=CC2=C(C=CC(=C2C1)[C@@H]1N(CCC1)C(C=C)=O)N1[C@@H]([C@H](C1)CS(=O)(=O)C)C)C 1-((R)-2-(3-((2-(4-hydroxy-4-methylpiperidin-1-yl)pyrimidin-4-yl)amino)-8-((2R,3S)-2-methyl-3-((methylsulfonyl)methyl)azetidin-1-yl)isoquinolin-5-yl)pyrrolidin-1-yl)prop-2-en-1-one